BrC=1C(=NC(=NC1)NC1=C(C=C(C(=C1)OC)N1CCC(CC1)N1CCN(CC1)C)C)NC1=C(C=C(C=C1)F)C(C)(C)O 2-(2-((5-Bromo-2-((5-methoxy-2-methyl-4-(4-(4-methylpiperazin-1-yl)piperidin-1-yl)Phenyl)amino)pyrimidin-4-yl)amino)-5-fluorophenyl)propan-2-ol